N=1C=C(N2C1CCCCC2)C(=O)O 6,7,8,9-tetrahydro-5H-imidazo[1,2-a]azepine-3-carboxylic acid